(R)-2-cyclopropyl-4-(2-cyclopropyl-benzyl)-6-[1-(2-fluoro-6-methyl-phenyl)-piperidin-4-yl]-7-methyl-2,4,6,7-tetrahydro-pyrazolo[4,3-d]pyrimidin-5-one C1(CC1)N1N=C2C(N(C(N([C@@H]2C)C2CCN(CC2)C2=C(C=CC=C2C)F)=O)CC2=C(C=CC=C2)C2CC2)=C1